Fmoc-γ-azidohomoalanine C(=O)(OCC1C2=CC=CC=C2C2=CC=CC=C12)N[C@@H](CCN=[N+]=[N-])C(=O)O